8-bromo-3-(difluoromethoxy)-6-methylquinoline BrC=1C=C(C=C2C=C(C=NC12)OC(F)F)C